Glycine-1-13C C([13C](=O)O)N